OC1=CC=C2C(C(=COC2=C1)C1=CC=C(C=C1)O)=O 7-hydroxy-3-(4-hydroxyphenyl)-4H-chromen-4-one